1-(2-methylbenzyl)-3,4-dihydroisoquinoline CC1=C(CC2=NCCC3=CC=CC=C23)C=CC=C1